2-isopropyl-1-(2-(3-phenyl-1H-inden-2-yl)phenyl)-1H-indene C(C)(C)C=1C(C2=CC=CC=C2C1)C1=C(C=CC=C1)C=1CC2=CC=CC=C2C1C1=CC=CC=C1